C(C)(C)(C)OC(=O)N(C1CN(CC1)C1=C2C=CN=NC2=C(C=C1)C(=O)OC)C methyl 5-{3-[(tert-butoxycarbonyl)(methyl)amino]pyrrolidin-1-yl}cinnoline-8-carboxylate